2-(2-ethoxyethoxy)-ethanol acetate C(C)(=O)OCCOCCOCC